2-CHLORO-3-PHENYLPROPANAL ClC(C=O)CC1=CC=CC=C1